[Na].[Na].[Ca] Calcium-disodium salt